O[C@@H]1CO[C@@H]([C@@H]1O)O (2R,3R,4R,5S)-3,4,5-trihydroxytetrahydrofuran